CC=1C=C(OC2=C(C=CC=C2)O)C=CC1[N+](=O)[O-] 2-(3-methyl-4-nitrophenoxy)phenol